NC1=C(C(=O)NC(C)C)C=C(C=N1)C1=C(C=C(C=C1)NC([C@@H](C=1C=C(C=CC1)C)O)=O)Cl (R)-2-amino-5-(2-chloro-4-(2-hydroxy-2-(m-tolyl)acetamido)phenyl)-N-isopropylnicotinamide